1-(5-(benzoyloxy)pentyl)-3-(tert-butyl)-1H-pyrazole-5-carboxylic acid ethyl ester C(C)OC(=O)C1=CC(=NN1CCCCCOC(C1=CC=CC=C1)=O)C(C)(C)C